Cobalt-Aluminium [Al].[Co]